5-Propynyl-deoxyuridine-triphosphate P(O)(=O)(OP(=O)(O)OP(=O)(O)O)OC[C@@H]1[C@H](C[C@@H](O1)N1C(=O)NC(=O)C(=C1)C#CC)O